C1(CC1)C=1N=C(N(C1)C1=CC=C2C=NN(C(C2=C1)=O)CC1=CC=C(C=C1)OC)S 7-(4-cyclopropyl-2-mercapto-1H-imidazole-1-yl)-2-(4-methoxybenzyl)phthalazin-1(2H)-one